5-(((3-((Tert-butyldiphenylsilyl)oxy)propyl)amino)methyl)-N-(3'-(5-(dimethoxymethyl)picolinamido)-2,2'-dimethyl-[1,1'-biphenyl]-3-yl)picolinamide [Si](C1=CC=CC=C1)(C1=CC=CC=C1)(C(C)(C)C)OCCCNCC=1C=CC(=NC1)C(=O)NC=1C(=C(C=CC1)C1=C(C(=CC=C1)NC(C1=NC=C(C=C1)C(OC)OC)=O)C)C